3-(3-methoxyphenyl)-N-tetrahydropyran-4-yl-imidazo[1,2-b]pyridazin-6-amine COC=1C=C(C=CC1)C1=CN=C2N1N=C(C=C2)NC2CCOCC2